NCC[C@@H](C(=O)O)NC(=O)OC(C)(C)C (S)-4-amino-2-((tert-butoxycarbonyl)amino)butanoic acid